C1CC12NC[C@@H](OC2)CN2N=CC(=C2)C2=CN=C(C(=N2)C=2C=CC(N(N2)C2=CC(=CC(=C2)OC)OC)=O)N (R)-6-(6-(1-((7-Oxa-4-azaspiro[2.5]octan-6-yl)methyl)-1H-pyrazol-4-yl)-3-aminopyrazin-2-yl)-2-(3,5-dimethoxyphenyl)pyridazin-3(2H)-on